ClC1=CC(=CC(=N1)N=S(=O)(C)C)C=1C=NN(C1)C ((6-chloro-4-(1-methyl-1H-pyrazol-4-yl)pyridin-2-yl)imino)dimethyl-λ6-sulfanone